NC1=CC=C(C=C1)SC1=CC(=CC(=C1)SC1=CC=C(C=C1)N)SC1=CC=C(C=C1)N 1,3,5-tris(4-aminophenylthio)benzene